8-(3-chlorophenyl)-8-dimethylamino-3-[4-methyl-6-(trifluoromethyl)-pyridin-3-yl]-1,3-diazaspiro[4.5]decan-2-one ClC=1C=C(C=CC1)C1(CCC2(CN(C(N2)=O)C=2C=NC(=CC2C)C(F)(F)F)CC1)N(C)C